OCCCC(CCCCCCC)OC(NCCN1CCCC1)=O (2-(pyrrolidin-1-yl)ethyl)carbamic acid 1-hydroxyundec-4-yl ester